FC1=C(C(=CC=C1)C)N1CCC(CC1)N1C(N(C=2C([C@H]1C)=NNC2)CC2=C(C=CC=C2)C(F)(F)F)=O (R)-6-[1-(2-Fluoro-6-methyl-phenyl)-piperidin-4-yl]-7-methyl-4-(2-trifluoromethyl-benzyl)-2,4,6,7-tetrahydro-pyrazolo[4,3-d]pyrimidin-5-on